NCCC[Si](OCC)(OCC)OCC γ-aminopropyl-Triethoxysilane